NC1=NC=CC=C1C1=NC=2C(=NC(=CC2)C2=CC=CC=C2)N1C1=CC=C(CN2CCC(CC2)NC(=O)C2=CC(=CC=3N=C(SC32)C(=O)N)F)C=C1 N7-(1-(4-(2-(2-aminopyridin-3-yl)-5-phenyl-3H-imidazo[4,5-b]pyridin-3-yl)benzyl)piperidin-4-yl)-5-fluorobenzo[d]thiazole-2,7-dicarboxamide